C1(=CC=CC=C1)C(CCCO)O 1-phenylbutane-1,4-diol